N1(CCNCCC1)C=1C=2C3=C(C(N(C3=CC1)C1C(NC(CC1)=O)=O)=O)C=CC2 3-(6-(1,4-diazepan-1-yl)-2-oxobenzo[cd]indol-1(2H)-yl)piperidine-2,6-dione